C12C(CC(CC1)C2)CCCO 3-norbornan-2-ylpropane-1-ol